N-(1-(cyclopropylsulfonyl)piperidin-4-yl)-6-(1H-imidazol-1-yl)-4-methylpicolinamide C1(CC1)S(=O)(=O)N1CCC(CC1)NC(C1=NC(=CC(=C1)C)N1C=NC=C1)=O